4-(4-acryloyloxybutoxy)benzoyloxybenzeneboronic acid C(C=C)(=O)OCCCCOC1=CC=C(C(=O)OC2=C(C=CC=C2)B(O)O)C=C1